ClC1=C(C=C(C=C1)F)C1=CC=C(N=N1)NC1C[C@@H]2[C@@H](CN(C2)C2CCC(CC2)(F)F)C1 (3aR,5s,6aS)-N-(6-(2-chloro-5-fluorophenyl)pyridazin-3-yl)-2-(4,4-difluorocyclohexyl)octahydrocyclopenta[c]pyrrol-5-amine